NC=1C(=NC(=CN1)C=1C=NN(C1)CC1CC1)C=1C=CC(N(N1)C1=CC(=CC(=C1)OC)OC)=O 6-(3-Amino-6-(1-(cyclopropylmethyl)-1H-pyrazol-4-yl)pyrazin-2-yl)-2-(3,5-dimethoxyphenyl)pyridazin-3(2H)-on